2-((2S,3S,4R,5R)-5-((S)-2,3-bis((tert-butyldimethylsilyl)oxy)propyl)-4-methoxy-3-((phenylsulfonyl)methyl)tetrahydrofuran-2-yl)acetaldehyde [Si](C)(C)(C(C)(C)C)O[C@@H](C[C@@H]1[C@@H]([C@H]([C@@H](O1)CC=O)CS(=O)(=O)C1=CC=CC=C1)OC)CO[Si](C)(C)C(C)(C)C